(R)-4-(4-((1-(3-(difluoromethyl)-2-fluorophenyl)ethyl)amino)-2-methyl-7-(oxetan-3-yloxy)pyrido[2,3-d]pyrimidin-6-yl)thiomorpholine 1,1-dioxide FC(C=1C(=C(C=CC1)[C@@H](C)NC=1C2=C(N=C(N1)C)N=C(C(=C2)N2CCS(CC2)(=O)=O)OC2COC2)F)F